Cl.FC1(CNCCC1C1=NNC=C1)F 3,3-difluoro-4-(1H-pyrazol-3-yl)piperidine HCl